COC1=C(C(=CC=C1)C)NC(C1=CC=C(C=C1)NC1=NC=C(C(=N1)C1=CC=C(C=C1)OC(F)(F)F)SC)=O N-(2-methoxy-6-methyl-phenyl)-4-[5-methylsulfanyl-4-(4-trifluoromethoxy-phenyl)-pyrimidin-2-ylamino]-benzamide